[Br-].CC(CCCCCCCCC)([NH+](CCCCCCCCCCCCCCCCCC)CCCCCCCCCCCCCCCCCC)C Dimethyldioctadecyldecylammonium bromide